2-(1-Butylpyrazol-4-yl)-5-propyl-3H-imidazo[2,1-B]purin-4-one C(CCC)N1N=CC(=C1)C1=NC=2N3C(N(C(C2N1)=O)CCC)=NC=C3